trans-3-((2-fluoro-4-(trifluoromethyl)benzyl)oxy)cyclobutyl 6-oxo-7-oxa-2,5-diazaspiro[3.4]octane-2-carboxylate O=C1NC2(CN(C2)C(=O)O[C@@H]2C[C@H](C2)OCC2=C(C=C(C=C2)C(F)(F)F)F)CO1